bis(2-(2-butoxy ethoxy)ethyl)adipate C(CCC)OCCOCCOC(CCCCC(=O)OCCOCCOCCCC)=O